N1=C(C=NC=C1)NC(=O)[C@@H]1CC12CCN(CC2)C(=O)OC(C(F)(F)F)C(F)(F)F |r| 1,1,1,3,3,3-hexafluoropropan-2-yl (±)-1-(pyrazin-2-ylcarbamoyl)-6-azaspiro[2.5]octane-6-carboxylate